ClC1N(C(CCC1)C(=O)C1(CC=NC=C1)N1CCN(CC1)S(=O)(=O)C1=C(C=CC=C1)N1C(C[C@H](C1)NC(=O)OCC1=CC=CC=C1)=O)C(=O)[O-] 2-chloro-6-[4-[4-[(4R)-4-(benzyloxycarbonylamino)-2-oxo-pyrrolidin-1-ylphenyl]sulfonylpiperazin-1-yl]pyridine-4-carbonyl]piperidine-1-carboxylate